N-(1,3-dihydroxy-2-methylpropan-2-yl)-2-methyl-5-(pyridin-2-ylmethoxy)benzofuran-3-carboxamide OCC(CO)(C)NC(=O)C1=C(OC2=C1C=C(C=C2)OCC2=NC=CC=C2)C